BrC(C(=O)OC(C(C)(C)Br)=O)(C)C 2-Bromoisobutyric anhydride